tert-butyl (4R)-4-(1-(4,5-difluoro-1H-indol-7-yl)-1-hydroxyethyl)-2,2-dimethyloxazolidine-3-carboxylate FC1=C2C=CNC2=C(C=C1F)C(C)(O)[C@@H]1N(C(OC1)(C)C)C(=O)OC(C)(C)C